BrC=1C=C(CN(C=2C=C(N(C2)CCCOC2=CC(=C(C(=C2)C)Cl)C)C(=O)O)C=2C=C(C=CC2)C)C=CC1C 4-((3-bromo-4-methylbenzyl)(m-tolyl)amino)-1-(3-(4-chloro-3,5-dimethylphenoxy)propyl)-1H-pyrrole-2-carboxylic acid